FC1=C(C=CC(=C1)C)CN (2-Fluoro-4-methylphenyl)methanamine